BrN1C2(C3=CC=CC=C3C1=O)CC2 bromo-3'-oxospiro[cyclopropane-1,1'-isoindoline]